CC(C(=O)OCOC(CCC(=O)OCOC(C(C)(C)C)=O)=O)(C)C succinic acid bis(2,2-dimethyl propionyloxymethyl) ester